C1(CCCCC1)C1=CC=C(C=C1)NC=1C2=C(N=C(N1)N(CC1=NOC=C1)C)C(N(C2)C(C)C)=O 4-[(4-cyclohexylphenyl)amino]-2-{methyl-[(1,2-oxazol-3-yl)methyl]amino}-6-(propan-2-yl)-5,6-dihydro-7H-pyrrolo[3,4-d]pyrimidin-7-one